2-(5-amino-2-(furan-2-yl)-7H-pyrazolo[4,3-e][1,2,4]triazolo[1,5-c]pyrimidin-7-yl)-N-((3-hydroxyoxetan-3-yl)methyl)-2-methyl-3-phenylpropanamide NC1=NC2=C(C=3N1N=C(N3)C=3OC=CC3)C=NN2C(C(=O)NCC2(COC2)O)(CC2=CC=CC=C2)C